(S)-2-(pyridin-3-yl)-2,8-diazaspiro[4.5]decan-4-amine N1=CC(=CC=C1)N1CC2([C@@H](C1)N)CCNCC2